1-(2-(1,3-dioxolan-2-yl)ethyl)-4-(tert-butyl)-2-methylcyclohexan-1-ol O1C(OCC1)CCC1(C(CC(CC1)C(C)(C)C)C)O